C(C)(C)N1N=C(C=C1C=O)C(F)(F)F 1-isopropyl-3-(trifluoromethyl)-1H-pyrazole-5-carbaldehyde